methyl 4-amino-3-(((2-((tert-butoxycarbonyl)amino)tetrahydrofuran-2-yl)methyl)amino)benzoate NC1=C(C=C(C(=O)OC)C=C1)NCC1(OCCC1)NC(=O)OC(C)(C)C